6-((1H-indol-7-yl)amino)-7-chloroquinoline-5,8-dione N1C=CC2=CC=CC(=C12)NC=1C(C=2C=CC=NC2C(C1Cl)=O)=O